C(C(C)C)(=O)OCC(C(C(C)(C)C)OC(C(C)C)=O)C 2,4,4-trimethyl-1,3-pentanediol diisobutyrate